tert-butyl 6-(2-phenylacetyl)-2,6-diazaspiro[3.3]heptane-2-carboxylate C1(=CC=CC=C1)CC(=O)N1CC2(CN(C2)C(=O)OC(C)(C)C)C1